4-(2,6-difluorobenzyl)-N-(4-(furan-2-yl)benzyl)-6-methylpiperazine-2-carboxamide FC1=C(CN2CC(NC(C2)C)C(=O)NCC2=CC=C(C=C2)C=2OC=CC2)C(=CC=C1)F